8-bromooctyl 4,4-bis(hexyloxy)butanoate C(CCCCC)OC(CCC(=O)OCCCCCCCCBr)OCCCCCC